N1(CCOCC1)C1=CC(=NC=N1)N1N=CC(=C1[O-])N1N=NC=C1.[Na+] sodium 1-[6-(morpholin-4-yl) pyrimidin-4-yl]-4-(1H-1,2,3-triazol-1-yl)-1H-pyrazol-5-olate